CC1=CC=C(C=C1)S(=O)(=O)O.COC=1C=C(C=CC1C)C1CNC1 3-(3-methoxy-4-methylphenyl)azetidine 4-methylbenzenesulfonate